4-fluoro-3-methyl-1-(5-methyl-1,3,4-thiadiazol-2-yl)benzimidazol-2-one FC1=CC=CC=2N(C(N(C21)C)=O)C=2SC(=NN2)C